5-bromo-2-(2,5-dimethyl-1H-pyrrol-1-yl)thiophene-3-carbonitrile BrC1=CC(=C(S1)N1C(=CC=C1C)C)C#N